FC1=C(C=C(C=O)C=C1I)I 4-fluoro-3,5-diiodobenzaldehyde